[2,4-di-tert-butylphenyl]phosphite C(C)(C)(C)C1=C(C=CC(=C1)C(C)(C)C)OP([O-])[O-]